2-hydroxy-3-acryloyloxypropylsulfonic acid OC(CS(=O)(=O)O)COC(C=C)=O